C(CCCCCCCCCCC)(=O)OC(CN(C)C)C 1-(N,N-dimethylamino)-2-propanol dodecanoate